tert-butyl (1R,5S)-1-((methoxy-d3) methyl)-3-trityl-3,8-diazabicyclo[3.2.1]octane-8-carboxylate C(OC[C@]12CN(C[C@H](CC1)N2C(=O)OC(C)(C)C)C(C2=CC=CC=C2)(C2=CC=CC=C2)C2=CC=CC=C2)([2H])([2H])[2H]